C1=CC=C2C(=C1)C=CC=C2I iodonaphthalene